Methyl 8-((1H-pyrrolo[2,3-b]pyridin-3-yl)methyl)-2-benzyl-2,8-diazaspiro[4.5]decane-4-carboxylate N1C=C(C=2C1=NC=CC2)CN2CCC1(C(CN(C1)CC1=CC=CC=C1)C(=O)OC)CC2